ClC=1C=C(C=CC1C)C(CN1N=C(C(=C1C(=O)OC)COC)C(=O)OCC)=O 3-Ethyl 5-methyl 1-[2-(3-chloro-4-methylphenyl)-2-oxoethyl]-4-(methoxymethyl)-1H-pyrazole-3,5-dicarboxylate